N-ethyl-2'-(1H-pyrazolo[3,4-b]pyridin-5-yl)-5',6'-dihydrospiro[azetidine-3,4'-pyrrolo[1,2-b]pyrazole]-1-carboxamide C(C)NC(=O)N1CC2(CCN3N=C(C=C32)C=3C=C2C(=NC3)NN=C2)C1